2-chlorotetrafluoroethyltetrafluoro-lambda6-mercaptobenzene ClC1=C(C(=C(C(=C1F)F)F)F)[SH4]C(C(F)(F)F)F